2-[1-[6-Methyl-2-(2-methylpyrazolo[3,4-c]pyridin-7-yl)-4-oxo-chromen-8-yl]ethylamino]benzoic acid CC=1C=C2C(C=C(OC2=C(C1)C(C)NC1=C(C(=O)O)C=CC=C1)C1=NC=CC=2C1=NN(C2)C)=O